1-(3''-(4-(tert-Butyl)piperazin-1-yl)-3-chloro-5'-fluoro-2'-hydroxy-[1,1':3',1''-terphenyl]-4-yl)-3-methyl-1,5-dihydro-2H-pyrrol-2-one C(C)(C)(C)N1CCN(CC1)C=1C=C(C=CC1)C=1C(=C(C=C(C1)F)C1=CC(=C(C=C1)N1C(C(=CC1)C)=O)Cl)O